OC(CNC(=S)S)CO 2,3-dihydroxypropylcarbamodithioic acid